iridium (III) 3-(1-methylbenzimidazol-2-yl)-7-(diethylamino)-coumarin CN1C(=NC2=C1C=CC=C2)C=2C(OC1=CC(=CC=C1C2)N(CC)CC)=O.[Ir+3]